NCCNCCNC(=O)C=1C=NC(=CC1)C(F)(F)C1=CC(=NC(=C1)N1CCN(CC1)S(=O)(=O)C1=CC=C(C=C1)N1C(C[C@H](C1)N)=O)Cl N-[2-(2-aminoethylamino)ethyl]-6-[[2-chloro-6-[4-[4-[(4R)-4-amino-2-oxo-pyrrolidin-1-yl]phenyl]sulfonylpiperazin-1-yl]-4-pyridyl]-difluoro-methyl]pyridine-3-carboxamide